ClC1=C2C(=CN=C1C)NC(=C2)C(=O)O 4-chloro-5-methyl-1H-pyrrolo[2,3-c]Pyridine-2-carboxylic acid